(1-trityl-1H-imidazol-4-yl)methanamine C(C1=CC=CC=C1)(C1=CC=CC=C1)(C1=CC=CC=C1)N1C=NC(=C1)CN